bromomethylenedioxypropiophenone BrC1OC(C(=O)C2=CC=CC=C2)CO1